C1CC12CCN(CC2)C2=C(C(=O)NC1=C3CCC4(CC3=CC=C1)CC4)C=CC(=C2)NS(=O)(=O)CCO 2-{6-azaspiro[2.5]octan-6-yl}-N-{3',4'-dihydro-1'H-spiro[cyclopropane-1,2'-naphthalen]-5'-yl}-4-(2-hydroxyethanesulfonylamino)benzamide